C(C)(C)(C)OC(=O)N1[C@H](CN([C@@H](C1)C)C(C1=CC=C(C=C1)F)C1=NC(=NO1)C1CC1)C (2S,5R)-4-((3-cyclopropyl-1,2,4-oxadiazol-5-yl)(4-fluorophenyl)methyl)-2,5-dimethylpiperazine-1-carboxylic acid tert-butyl ester